FC=1C=C(CC=2C=C(N3N=CC=CC32)C(=O)N)C=CC1 5-(3-fluorobenzyl)-pyrrolo[1,2-b]pyridazine-7-carboxamide